C(C)(C)(C)OC(=O)N1CCCC2=CC(=CC(=C12)N1C=NC=C1)C(CCCC)=O 8-imidazol-1-yl-6-pentanoyl-3,4-dihydro-2H-quinoline-1-carboxylic acid tert-butyl ester